C(C)OC(=O)C=1NC2=CC=C(C=C2C1)OC1=C(C=C(C=C1)Cl)Cl 5-(2,4-dichlorophenoxy)-1H-indole-2-carboxylic acid ethyl ester